1-(diphenylmethyl)-3-[(phenylmethyl)amino]Azetidine-3-carboxylic acid C1(=CC=CC=C1)C(N1CC(C1)(C(=O)O)NCC1=CC=CC=C1)C1=CC=CC=C1